FS(C1=CC2=C(N=C(S2)N)C=C1)(F)(F)(F)F 6-(pentafluoro-λ6-sulfanyl)benzo[d]thiazol-2-amine